(S)-N-([1,1'-Bi(Cyclopropan)]-1-Yl)-2-(3-(5-((1-Cyclopropylethyl)Carbamoyl)-4H-1,2,4-Triazol-3-Yl)Phenyl)Oxazole-5-Carboxamide C1(CC1)(C1CC1)NC(=O)C1=CN=C(O1)C1=CC(=CC=C1)C1=NN=C(N1)C(N[C@@H](C)C1CC1)=O